3-((E)-2-(5-bromopyridin-2-yl)vinyl)-5-((2R,4S)-2-(2,5-difluorophenyl)-4-fluoropyrrolidin-1-yl)pyrazolo[1,5-a]pyrimidine BrC=1C=CC(=NC1)/C=C/C=1C=NN2C1N=C(C=C2)N2[C@H](C[C@@H](C2)F)C2=C(C=CC(=C2)F)F